((6-methylpyridin-2-yl)amino)pyrrolidine-1-carboxylic acid tert-butyl ester C(C)(C)(C)OC(=O)N1C(CCC1)NC1=NC(=CC=C1)C